2-(piperidin-1-yl)ethyl-5-(trifluoromethoxy)-1H-indole N1(CCCCC1)CCN1C=CC2=CC(=CC=C12)OC(F)(F)F